NC1=NC2=CC(=CC=C2C=C1F)CCC=1[C@H]([C@H]([C@@H](C1)N1C=CC2=C1N=CN=C2N)O)O (1s,2r,5r)-3-(2-(2-amino-3-fluoroquinolin-7-yl)ethyl)-5-(4-amino-7H-pyrrolo[2,3-d]pyrimidin-7-yl)cyclopent-3-ene-1,2-diol